3β-hydroxycholane-5(6)-ene-24-oic acid O[C@@H]1CC2=CC[C@H]3[C@@H]4CC[C@H]([C@@H](CCC(=O)O)C)[C@]4(CC[C@@H]3[C@]2(CC1)C)C